C(#N)[C@H]1N(CSC1)C(CNC(=O)C1=CC=NC2=CC=C(C=C12)N1[C@H]([C@H](OCC1)C)C)=O N-(2-((R)-4-Cyanothiazolidin-3-yl)-2-oxoethyl)-6-((2R,3S)-2,3-dimethyl-morpholino)quinoline-4-carboxamide